(5-(pyridin-2-ylmethyl)pyridin-2-yl)propanamide N1=C(C=CC=C1)CC=1C=CC(=NC1)C(C(=O)N)C